3-benzyl-1-(trans-4-((5-cyano-4-((pyrrolidin-3-yl-methyl)amino)-pyrimidin-2-yl)-amino)cyclohexyl)-1-(5-(1-methyl-1H-pyrazol-4-yl)-pyridin-2-yl)urea trifluoroacetate FC(C(=O)O)(F)F.C(C1=CC=CC=C1)NC(N(C1=NC=C(C=C1)C=1C=NN(C1)C)[C@@H]1CC[C@H](CC1)NC1=NC=C(C(=N1)NCC1CNCC1)C#N)=O